2-trimethylsilyl-1,3-diphenylguanidine C[Si](N=C(NC1=CC=CC=C1)NC1=CC=CC=C1)(C)C